2,8-diamino-1,3,7,9-tetramethyl-6H,12H-5,11-methanodibenzo-[b,f][1,5]diazocine NC1=C(C2=C(N3CC4=C(N(C2)C3)C=C(C(=C4C)N)C)C=C1C)C